(R)-1-phenylethyl 4-(6-(1-methyl-1H-pyrazol-4-yl)pyrazolo[1,5-a]pyrazin-3-yl)-1,4-diazepane-1-carboxylate CN1N=CC(=C1)C=1N=CC=2N(C1)N=CC2N2CCN(CCC2)C(=O)O[C@H](C)C2=CC=CC=C2